COCCN1C=CC=2C(=NC(=CC21)NC=2SC(=CN2)C)OC2CN(C2)C(C=C)=O 1-(3-((1-(2-methoxyethyl)-6-((5-methylthiazol-2-yl)amino)-1H-pyrrolo[3,2-c]pyridin-4-yl)oxy)azetidin-1-yl)prop-2-en-1-one